8-(1-Hydroxyethyl)-2-indan-2-yl-6-methyl-chromen-4-one OC(C)C=1C=C(C=C2C(C=C(OC12)C1CC2=CC=CC=C2C1)=O)C